2-{3-[(4R)-4-methylcyclohex-1-en-1-yl]-6-oxopyridazin-1(6H)-yl}-N-([1,2,4]triazolo[1,5-a]pyridin-6-yl)acetamide C[C@H]1CC=C(CC1)C1=NN(C(C=C1)=O)CC(=O)NC=1C=CC=2N(C1)N=CN2